2-(4-cyclopropyl-6-methoxypyrimidin-5-yl)-5-nitro-N-({4-[5-(propan-2-yl)-3-(trifluoromethyl)-1H-pyrazol-1-yl]phenyl}methyl)pyrimidin-4-amine C1(CC1)C1=NC=NC(=C1C1=NC=C(C(=N1)NCC1=CC=C(C=C1)N1N=C(C=C1C(C)C)C(F)(F)F)[N+](=O)[O-])OC